C(C)(C)(C)OC(=O)N1CCC(CC1)C1=CC=C(C=C1)N.CC1([C@H]2CC=C([C@@H]1C2)C(CCC=C)=O)C 1-((1R,5S)-6,6-dimethylbicyclo[3.1.1]hept-2-en-2-yl)pent-4-en-1-one tert-Butyl-4-(4-aminophenyl)-1-piperidinecarboxylate